1-Cyclopropyl-3-(1-(2,5-difluorophenyl)-4-(trimethylsilyl)but-3-yn-1-yl)pyridin-2(1H)-one C1(CC1)N1C(C(=CC=C1)C(CC#C[Si](C)(C)C)C1=C(C=CC(=C1)F)F)=O